C1(CC1)C1=CC=C(C=C1)C=1C=C(C(=NC1)C=1N(C=C(N1)C1=NC=CC(=C1)C(F)(F)F)C)S(=O)(=O)CC 5-(4-cyclopropylphenyl)-3-(ethanesulfonyl)-2-[1-methyl-4-[4-(trifluoromethyl)pyridin-2-yl]imidazol-2-yl]pyridine